(7-((5-Chloro-3-methylpyridin-2-yl)oxy)-2-azaspiro[3.5]nonan-2-yl)((1s,3s)-3-hydroxy-3-methylcyclobutyl)methanon ClC=1C=C(C(=NC1)OC1CCC2(CN(C2)C(=O)C2CC(C2)(C)O)CC1)C